N-(5-methyl-4-(1H-pyrazol-4-yl)pyrimidin-2-yl)-1-((4-(trifluoromethyl)phenyl)sulfo)indol-5-amine CC=1C(=NC(=NC1)NC=1C=C2C=CN(C2=CC1)S(=O)(=O)OC1=CC=C(C=C1)C(F)(F)F)C=1C=NNC1